5'-iodo-5-(octa-1,7-diynyl)-2',5'-dideoxyuridine IC[C@@H]1[C@H](C[C@@H](O1)N1C(=O)NC(=O)C(=C1)C#CCCCCC#C)O